6-((4,6-dimethyl-2-oxo-1,2-dihydropyridin-3-yl)methyl)-2-(trans-4-(dimethylamino)cyclohexyl)-2,4-dimethyl-9-(thiophen-2-yl)-7,8-dihydro-[1,3]dioxolo[4,5-g]isoquinolin-5(6H)-one CC1=C(C(NC(=C1)C)=O)CN1C(C=2C(=C3C(=C(C2CC1)C=1SC=CC1)OC(O3)(C)[C@@H]3CC[C@H](CC3)N(C)C)C)=O